4-[4-cyano-3-hydroxy-8-(3-trifluoromethyl-phenyl)-quinolin-2-yl]-4-oxo-butyric acid ethyl ester C(C)OC(CCC(=O)C1=NC2=C(C=CC=C2C(=C1O)C#N)C1=CC(=CC=C1)C(F)(F)F)=O